3-(4-fluoro-2-methyl-phenoxy)-N-pyridazin-4-yl-6-(trifluoromethyl)pyridazin-4-carboxamide FC1=CC(=C(OC=2N=NC(=CC2C(=O)NC2=CN=NC=C2)C(F)(F)F)C=C1)C